3-(2-chloro-3-phenylanilino)-5-dimethoxymethylbenzisoxazole ClC1=C(NC2=NOC3=C2C=C(C=C3)C(OC)OC)C=CC=C1C1=CC=CC=C1